COC=1C=C2C=CC(=CC2=CC1)[C@H](C(=O)O)C (R)-2-(6-methoxynaphthalen-2-yl)propionic acid